(R)-2-(5-cyclopropyl-2-fluoro-4-(pyrrolidin-2-yl)phenyl)-N-(3-(4-fluoropiperidin-1-yl)propyl)benzo[d]imidazo[2,1-b]thiazole-7-carboxamide C1(CC1)C=1C(=CC(=C(C1)C=1N=C2SC3=C(N2C1)C=CC(=C3)C(=O)NCCCN3CCC(CC3)F)F)[C@@H]3NCCC3